C1(=CC=CC=C1)C(\C=C\C1=CC=C(C=C1)OC1OC(C(C(C1O)O)O)CO)=O (E)-1-Phenyl-3-[4-[3,4,5-trihydroxy-6-(hydroxymethyl)oxan-2-yl]oxyphenyl]prop-2-en-1-one